(2E)-3-(1H-indazol-6-yl)-N-(1-methylindol-7-yl)prop-2-enamide N1N=CC2=CC=C(C=C12)/C=C/C(=O)NC=1C=CC=C2C=CN(C12)C